Methyl 1-(5-(3-(5-(Pentan-3-Ylcarbamoyl)Oxazol-2-Yl)Phenyl)-1H-Pyrazole-3-Carbonyl)Pyrrolidine-3-Carboxylate CCC(CC)NC(=O)C1=CN=C(O1)C=1C=C(C=CC1)C1=CC(=NN1)C(=O)N1CC(CC1)C(=O)OC